((1R,8S,9s)-bicyclo[6.1.0]non-4-yn-9-yl)methyl (2-(2-(2-aminoethoxy)ethoxy)ethyl)carbamate NCCOCCOCCNC(OCC1[C@H]2CCC#CCC[C@@H]12)=O